FC1(CCN(CC1)C(=O)C=1C=C2C(=NC1)N(C=C2)C=2C=CC=1N(C2)N=C(N1)N1CCOCC1)F (4,4-difluoropiperidin-1-yl)(1-(2-morpholino[1,2,4]triazolo[1,5-a]pyridin-6-yl)-1H-pyrrolo[2,3-b]pyridin-5-yl)methanone